FC=1C(=C(C(=O)NC)C(=CC1F)C#C[Si](C)(C)C)NC1=C(C=C(C=C1)I)F 3,4-difluoro-2-[(2-fluoro-4-iodophenyl)amino]-N-methyl-6-[2-(trimethylsilyl)ethynyl]benzamide